Iodo-8-phenyl-9H-purine IC1=NC=C2N=C(NC2=N1)C1=CC=CC=C1